4-fluoro-[1-(3-ethyl-3-oxetanylmethoxy)methyl]Benzene FC1=CC=C(C=C1)COCC1(COC1)CC